COC1=C(CN(S(=O)(=O)C2=C(C=C(C=C2C)N2CC(CCC2)(CCC2=CC(=CC=C2)C(F)(F)F)N(C)C)C)C2=NC=NC=C2)C=CC(=C1)OC N-(2,4-Dimethoxybenzyl)-4-(3-(dimethylamino)-3-(3-(trifluoromethyl)phenethyl)-piperidin-1-yl)-2,6-dimethyl-N-(pyrimidin-4-yl)benzenesulfonamide